L-lysine 2hcl Cl.Cl.N[C@@H](CCCCN)C(=O)O